(3R,6S)-6-methyl-1-(2-(4-(2-(trifluoromethyl)pyrimidin-5-yl)phenyl)acetyl)piperidine-3-carboxylic acid C[C@H]1CC[C@H](CN1C(CC1=CC=C(C=C1)C=1C=NC(=NC1)C(F)(F)F)=O)C(=O)O